N-[(1S)-1-cyano-2-[(3S)-2-oxopyrrolidin-3-yl]ethyl]-3-cyclopropyl-2-[4-oxo-3-(2-trimethylsilylethoxymethyl)imidazo[4,5-c]pyridin-5-yl]propanamide C(#N)[C@H](C[C@H]1C(NCC1)=O)NC(C(CC1CC1)N1C(C2=C(C=C1)N=CN2COCC[Si](C)(C)C)=O)=O